tert-butyl (1-(5-bromopyrazin-2-yl)-4-methylpiperidin-4-yl)carbamate BrC=1N=CC(=NC1)N1CCC(CC1)(C)NC(OC(C)(C)C)=O